FC=1C(=NC(=NC1)NC1=NC=C(C=C1)C1CCN(CC1)C)C1=C(C=2C(N(C=C(C2S1)C(C)C)C)=O)C 2-(5-Fluoro-2-((5-(1-methylpiperidin-4-yl)pyridin-2-yl)amino)-pyrimidin-4-yl)-7-isopropyl-3,5-dimethylthieno[3,2-c]pyridin-4(5H)-one